CC1C(C1)C1=CC(=NO1)C(=O)O 5-(2-Methylcyclopropyl)isoxazole-3-carboxylic acid